FC=1C=C2NC(C=3N(C2=C(C1C1=CC=CC2=CC=CC=C12)F)C(=NN3)C)(C)C 7,9-Difluoro-1,4,4-trimethyl-8-naphthalen-1-yl-5H-[1,2,4]triazolo[4,3-a]quinoxaline